[Cl-].[Cl-].C[Si](=[Zr+2](C1C(=CC2=CC=CC=C12)C=1OC=CC1)C1C(=CC2=CC=CC=C12)C=1OC=CC1)C Dimethylsilylenebis[2-(2-furyl)indenyl]zirconium dichloride